2,2-dihydroxy-1-(3-isopropenylphenyl)ethan-1-one OC(C(=O)C1=CC(=CC=C1)C(=C)C)O